ClC1=C(/C(=N/O)/Cl)C(=CC=C1)F (Z)-2-Chloro-6-fluoro-N-hydroxybenzimidoyl chloride